FC(/C=C/C(=O)NC1CC(C1)(OC=1C=2N(C=C(N1)C=1C=NN(C1)C)N=CC2)C)(F)F (E)-4,4,4-trifluoro-N-((1s,3s)-3-methyl-3-((6-(1-methyl-1H-pyrazol-4-yl)pyrazolo[1,5-a]pyrazin-4-yl)oxy)cyclobutyl)but-2-enamide